CN(CCS(=O)(=O)O)C.C(C=C)(=O)N Acrylamide dimethyl-taurate